O=C1OCC2=C(N1)C=CC(=C2)CN2CCC(CC2)(C(=O)OCC)CCC2=CC=CC=C2 ethyl 1-((2-oxo-2,4-dihydro-1H-benzo[d][1,3]oxazin-6-yl)methyl)-4-phenethylpiperidine-4-carboxylate